N,N-bis(trifluoromethyl)imidazole-1-sulfonamide FC(N(S(=O)(=O)N1C=NC=C1)C(F)(F)F)(F)F